F[C@H]1CN(CC1)COCC[Si](C)(C)C (R)-3-fluoro-N-((2-(trimethylsilyl)ethoxy)methyl)pyrrolidine